C1(CC1)COC=1C=C(CCC=2C=C(C(=O)NO)C=CC2)C=CC1OC(F)F 3-(3-(cyclopropylmethoxy)-4-(difluoromethoxy)phenethyl)-N-hydroxybenzamide